[C@H]12CN(C[C@H](CC1)N2)C2=NC(=NC1=C(C(=C(C=C21)F)C2=CC(=CC1=CC=CC=C21)O)F)OC[C@@]21CCCN1C[C@@H](C2)F 4-(4-((1R,5S)-3,8-diazabicyclo[3.2.1]octan-3-yl)-6,8-difluoro-2-(((2R,7aR)-2-fluorotetrahydro-1H-pyrrolizin-7a(5H)-yl)methoxy)quinazolin-7-yl)naphthalen-2-ol